1-neopentyl-6-(2-(2-(trifluoromethyl)pyridin-4-yl)-2,6-diazaspiro[3.4]octan-6-yl)-1H-pyrazolo[3,4-b]pyrazine C(C(C)(C)C)N1N=CC=2C1=NC(=CN2)N2CC1(CN(C1)C1=CC(=NC=C1)C(F)(F)F)CC2